BrC=1C(=C(C=C(C1)Br)NC(=O)NC1=CC(=CC(=C1)OC(F)(F)F)NCCN)CO 1-(3,5-dibromo-2-hydroxymethylphenyl)-3-[3-(2-aminoethylamino)-5-trifluoromethoxyphenyl]urea